1-[p-(4,4,5,5-tetramethyl-1,3,2-dioxaborolan-2-yl)phenyl]cyclobutanol CC1(OB(OC1(C)C)C1=CC=C(C=C1)C1(CCC1)O)C